C1(CCC1)NC=1C2=C(N=C(N1)NC1=CC=C(C=3OCCOC31)C3=CC=NN3C)NC=C2C#N 4-(cyclobutylamino)-2-((8-(1-methyl-1H-pyrazol-5-yl)-2,3-dihydrobenzo[b][1,4]dioxin-5-yl)amino)-7H-pyrrolo[2,3-d]pyrimidine-5-carbonitrile